10-(4-methoxyphenyl)acridine COC1=CC=C(C=C1)N1C=2C=CC=CC2CC2=CC=CC=C12